N-[1-(trifluoromethyl)cyclopropyl]pyridine-2-carboxamide FC(C1(CC1)NC(=O)C1=NC=CC=C1)(F)F